C(CCC)[C@@H]1CC[C@H](CC1)C1=CC=C(C#N)C=C1 4-(trans-4-butylcyclohexyl)benzonitrile